FC(OC1=C(C(=O)NCC)C(=CC(=C1)C1=CN=C2N1C=CC(=C2)C2=CC(=NO2)C)OC)F 2-(difluoromethoxy)-N-ethyl-6-methoxy-4-[7-(3-methylisoxazol-5-yl)imidazo[1,2-a]pyridin-3-yl]benzamide